CN(C=1C=CC(=C(\C=N\NC(=O)C2=NC(=CN=C2)C=2C=NC(=CC2)OCC)C1)F)C (E)-N'-(5-(dimethylamino)-2-fluorobenzylidene)-6-(6-ethoxypyridin-3-yl)pyrazine-2-carbohydrazide